The molecule is a nitroso compound that is N-acetyl-D-penicillamine in which the sulfanyl hydrogen is replaced by a nitroso group. It has a role as a nitric oxide donor and a vasodilator agent. It is a nitroso compound and a nitrosothio compound. It derives from a N-acetyl-D-penicillamine. CC(=O)N[C@@H](C(=O)O)C(C)(C)SN=O